Tert-butyl (2S)-2-((4-(2-(4-((2-(1-hydroxyethyl)pyrimidin-5-yl)oxy)phenyl)propan-2-yl)benzeneOxy)methyl)azetidine-1-carboxylate OC(C)C1=NC=C(C=N1)OC1=CC=C(C=C1)C(C)(C)C1=CC=C(C=C1)OC[C@H]1N(CC1)C(=O)OC(C)(C)C